(2S,3R)-3-cyclopropyl-aziridine-2-carboxylic acid ethyl ester C(C)OC(=O)[C@H]1N[C@@H]1C1CC1